(1R,2S,5S)-N-[cyano(1,6-naphthyridin-8-yl)methyl]-6,6-dimethyl-3-[(2S)-2-[(2,2,2-trifluoroacetyl)amino]pentanoyl]-3-azabicyclo[3.1.0]hexane-2-carboxamide C(#N)C(NC(=O)[C@@H]1[C@H]2C([C@H]2CN1C([C@H](CCC)NC(C(F)(F)F)=O)=O)(C)C)C=1C=NC=C2C=CC=NC12